C1(CCC1)C1=NN2C(=NC(=C(C2=O)C2=C(C=CC=C2)NC(C=C)=O)CC)N1CC(NC1=CC=C(C=C1)C(F)(F)F)=O N-(2-(2-Cyclobutyl-5-ethyl-7-oxo-3-(2-oxo-2-((4-(trifluoromethyl)phenyl)amino)ethyl)-3,7-dihydro-[1,2,4]triazolo[1,5-a]pyrimidin-6-yl)phenyl)acrylamide